CC(C)=CCC\C(\C)=C\C\C=C(/C)\C=C trans-trans-α-farnesene